1-((1R,3r,5S)-3-(4-((3-chloro-4-(pyridin-2-ylmethoxy)phenyl)amino)-7H-pyrrolo[2,3-d]pyrimidin-5-yl)-8-azabicyclo[3.2.1]octan-8-yl)prop-2-en-1-one ClC=1C=C(C=CC1OCC1=NC=CC=C1)NC=1C2=C(N=CN1)NC=C2C2C[C@H]1CC[C@@H](C2)N1C(C=C)=O